NC1=NC2=C(N1)C=C(C=C2C)C2=CN=C1C(=N2)N(C(CN1)=O)CCC1CCOCC1 7-(2-amino-4-methyl-1H-benzo[d]imidazol-6-yl)-1-(2-(tetrahydro-2H-pyran-4-yl)ethyl)-3,4-dihydropyrazino[2,3-b]pyrazin-2(1H)-one